5-[S-3-hydroxypropyl-S-hexadecylthiocyano]-3-hydroxypentane OCCCS(C#N)(CCCCCCCCCCCCCCCC)CCC(CC)O